2-(benzyloxy)-4-fluoro-1-nitrobenzenebenzyl bromide C(C1=CC=CC=C1)OC1C(C=CC(=C1)F)(C1=CC=CC=C1CBr)[N+](=O)[O-]